N1(CCC1)CCC1=CC(=C(C=C1)N1C(=NC(=C1)C1=NC(=NC=C1C(F)(F)F)NC1CCN(CC1)S(=O)(=O)C)C)F (1-(4-(2-(azetidin-1-yl)ethyl)-2-fluorophenyl)-2-methyl-1H-imidazol-4-yl)-N-(1-(methylsulfonyl)piperidin-4-yl)-5-(trifluoromethyl)pyrimidin-2-amine